4-(tert-butoxy)-2-(4-(methylsulfonyl)phenyl)-4-oxobutanoic acid C(C)(C)(C)OC(CC(C(=O)O)C1=CC=C(C=C1)S(=O)(=O)C)=O